(8R,9R,10R)-10-(hydroxymethyl)-N-phenyl-9-(4-(pyridin-3-ylethynyl)phenyl)-1,6-diazabicyclo[6.2.0]decane-6-carboxamide OC[C@H]1[C@@H]([C@@H]2CN(CCCCN12)C(=O)NC1=CC=CC=C1)C1=CC=C(C=C1)C#CC=1C=NC=CC1